5-(hydroxymethyl)-3-[(1r,3r)-3-(4-chlorophenyl)cyclobutyl]-2,3-dihydro-1,3,4-oxadiazol-2-one OCC1=NN(C(O1)=O)C1CC(C1)C1=CC=C(C=C1)Cl